C1CC12CNC(C2)=O 5-azaspiro[2.4]heptan-6-one